methyl 2-amino-5-fluoro-benzoate NC1=C(C(=O)OC)C=C(C=C1)F